2,2-bis[4-(glycidyloxy)phenyl]propane t-Butyl-2-{2-fluoro-6-[3-methoxypiperidin-1-yl]pyridin-3-yl}-5-hydroxy-1H-indole-1-carboxylate C(C)(C)(C)OC(=O)N1C(=CC2=CC(=CC=C12)O)C=1C(=NC(=CC1)N1CC(CCC1)OC)F.C(C1CO1)OC1=CC=C(C=C1)C(C)(C)C1=CC=C(C=C1)OCC1CO1